Cl.C(C)(C)(C)OC(=O)N1CC=2CNCC2C1 3,4,5,6-tetrahydropyrrolo[3,4-c]pyrrole-2(1H)-carboxylic acid tert-butyl ester hydrochloride